C(CCCCCCC)OC=1C(C(=O)O)=CC=CC1.C(C)C1=C(C(C(=O)O)=CC=C1)OCCCCCC ethylhexylsalicylate (octyl salicylate)